2-(2H-pyrazol-3-yl)-pyridine N=1NC(=CC1)C1=NC=CC=C1